C(C)(C)OC1=NC=CC(=C1)C1=NC=2N(C=C1)N=CC2C=2C(=NC=CC2)OC 5-(2-isopropoxypyridin-4-yl)-3-(2-methoxypyridin-3-yl)pyrazolo[1,5-a]pyrimidine